(R)-3-(3-fluoro-4-(6-(2-ethyl-2H-tetrazol-5-yl)pyridin-3-yl)phenyl)-5-(1-hydroxy-2,2,2-trifluoroethyl)oxazolidin-2-one FC=1C=C(C=CC1C=1C=NC(=CC1)C=1N=NN(N1)CC)N1C(O[C@H](C1)C(C(F)(F)F)O)=O